BrC1=CC(=C(C(=O)OC)C(=C1)F)F methyl 4-bromo-2,6-difluoro-benzoate